NCC=1C(=C(C=CC1)C1=CC(=CC=2C=C(OC21)COC2=C(C=CC=C2)CC(=O)OCC)COC2=C(C=CC=C2)CC(=O)OCC)F diethyl 2,2'-((((7-(3-(aminomethyl)-2-fluorophenyl)benzofuran-2,5-diyl)bis(methylene))bis(oxy))bis(2,1-phenylene))diacetate